C(C)(C)(C)OC(NCC(=CF)COC=1C=C2CN(C(C2=CC1)=O)C1CC1)=O 2-(((2-cyclopropyl-1-oxoisoindolin-5-yl)oxy)methyl)-3-fluoroallylcarbamic acid tert-butyl ester